N-{(1S)-1-cyano-2-[(3S)-2-oxopyrrolidin-3-yl]ethyl}-5,5,5-trifluoro-N2-{[2-(trifluoromethyl)-1,3-thiazol-4-yl]carbonyl}-L-norvalinamide C(#N)[C@H](C[C@H]1C(NCC1)=O)NC([C@@H](NC(=O)C=1N=C(SC1)C(F)(F)F)CCC(F)(F)F)=O